7-(1-(2-Fluoro-6-methylphenyl)piperidin-4-yl)-8-methyl-5-((3-(2,2,2-trifluoroethoxy)pyrazin-2-yl)methyl)pyrido[2,3-b]pyrazin-6(5H)-one FC1=C(C(=CC=C1)C)N1CCC(CC1)C1=C(C=2C(=NC=CN2)N(C1=O)CC1=NC=CN=C1OCC(F)(F)F)C